N1C=CC2=C(C=CC=C12)C1=C(N=C(C(=N1)C(=O)N)NC1=CC=C(C=C1)N1CCC(CC1)N1CCN(CC1)C)NC1CCOCC1 6-(1H-indol-4-yl)-3-((4-(4-(4-methylpiperazin-1-yl)piperidin-1-yl)phenyl)amino)-5-((tetrahydro-2H-pyran-4-yl)amino)pyrazine-2-carboxamide